N-(5-(2-(3,3-dimethylazetidin-1-yl)acetamido)-2-methylpyridin-3-yl)-2-(1-(methyl-sulfonyl)-1H-pyrrol-3-yl)pyrazolo[5,1-b]thiazole-7-carboxamide CC1(CN(C1)CC(=O)NC=1C=C(C(=NC1)C)NC(=O)C=1C=NN2C1SC(=C2)C2=CN(C=C2)S(=O)(=O)C)C